3-[(3-chloro-2-methylphenyl)amino]-2-[2-methoxypyrido[3,2-d]pyrimidin-8-yl]-1H,5H,6H,7H-pyrrolo[3,2-c]pyridin-4-one ClC=1C(=C(C=CC1)NC1=C(NC2=C1C(NCC2)=O)C2=CC=NC1=C2N=C(N=C1)OC)C